(rac)-5-(4,4,5,5-tetramethyl-1,3,2-dioxaborolan-2-yl)-3-[1-(1,3-thiazol-4-yl)ethoxy]pyridin-2-amine CC1(OB(OC1(C)C)C=1C=C(C(=NC1)N)O[C@H](C)C=1N=CSC1)C |r|